tert-butyl (R)-4-(chloroformyl)-3-methylpiperazine-1-carboxylate ClC(=O)N1[C@@H](CN(CC1)C(=O)OC(C)(C)C)C